1,3-di(4-aminophenoxy)benzene NC1=CC=C(OC2=CC(=CC=C2)OC2=CC=C(C=C2)N)C=C1